FC1=CC(=C(C=C1)C=O)N1N=CC=N1 (4-fluoro-2-(2H-1,2,3-triazol-2-yl)phenyl)methanone